ClC1=NC(=CC(=N1)NC1CCNCC1)C 4-[(2-chloro-6-methyl-pyrimidin-4-yl)amino]piperidine